5,6-dimethyl-4-(4,4,5,5-tetramethyl-1,3,2-dioxaborolan-2-yl)-1H-indole CC=1C(=C2C=CNC2=CC1C)B1OC(C(O1)(C)C)(C)C